1-aminoanthracene NC1=CC=CC2=CC3=CC=CC=C3C=C12